ammonium bis(trifluoromethane sulfonyl)imide [N-](S(=O)(=O)C(F)(F)F)S(=O)(=O)C(F)(F)F.[NH4+]